ClC1=CC(=C(C(=C1)F)C=1C=2N(N=C(C1)C1CC(OCC1)C1=CNC(C=C1)=O)C(C(=C(N2)C)C)=O)F 9-(4-chloro-2,6-difluoro-phenyl)-2,3-dimethyl-7-[2-(6-oxo-1H-pyridin-3-yl)tetrahydropyran-4-yl]pyrimido[1,2-b]pyridazin-4-one